C(C)(C)(C)OC(=O)N1C(CC(CC1)O)C(F)(F)F 4-hydroxy-2-(trifluoromethyl)piperidine-1-carboxylic acid tert-butyl ester